7,17-dioxo-6,8,16,18-tetraoxa-12-azatricosandioate O=C(OCCCCC(=O)[O-])OCCCNCCCOC(OCCCCC(=O)[O-])=O